BrC1=CC(=NN1C)CBr 5-bromo-3-(bromomethyl)-1-methylpyrazole